2-(naphthalen-2-yl)ethane-1-amine C1=C(C=CC2=CC=CC=C12)CCN